C1C(OC=2C=CC=C3C2C1=C1C(C=CC=2C=CC=CC12)=C3)=O benzonaphtho[1,2,3-de]chromen-2-one